5-(4-Methylpiperazin-1-yl)pyrazine-2-carboxylic acid CN1CCN(CC1)C=1N=CC(=NC1)C(=O)O